C(C1=CC=CC=C1)N1CCC(CC1)CCNC(=O)C1CCN(CC1)C1=NC=C(C=C1)F N-[2-(1-benzylpiperidin-4-yl)ethyl]-1-(5-fluoropyridin-2-yl)piperidine-4-carboxamide